F[C@]12[C@H]3CC[C@@]4([C@H](CC[C@H]4[C@@H]3CC[C@@H]2C[C@](CC1)(C)O)C(CN1N=C2C(=N1)C=CC(=C2)OC)=O)C 1-((3R,5R,8S,9S,10R,13S,14S,17S)-10-Fluoro-3-hydroxy-3,13-dimethylhexadecahydro-1H-cyclopenta[a]phenanthren-17-yl)-2-(5-methoxy-2H-benzo[d][1,2,3]triazol-2-yl)ethan-1-one